O(C)C1=C2C=COC2=CC=C1 4-methoxyl-coumarone